N-(4-(4-(4-methylpiperazin-1-yl)piperidin-1-yl)-2-(((R)-1,1,1-trifluoropropane-2-yl)oxy)phenyl)-6-((R)-3-phenylisoxazolidin-2-yl)pyrimidin-4-amine CN1CCN(CC1)C1CCN(CC1)C1=CC(=C(C=C1)NC1=NC=NC(=C1)N1OCC[C@@H]1C1=CC=CC=C1)O[C@@H](C(F)(F)F)C